2-(2-(4-methyl-3-cyclohexen-1-yl)propyl)cyclopentanone CC1=CCC(CC1)C(CC1C(CCC1)=O)C